5-amino-3-(pyridin-3-yl)quinazolin-4(3H)-one NC1=C2C(N(C=NC2=CC=C1)C=1C=NC=CC1)=O